BrC1=C(C(=C(N)C=C1)I)COCC1(CC1)C#CC1=CC(=NC(=C1)C)C 4-bromo-3-(((1-((2,6-dimethylpyridin-4-yl)ethynyl)cyclopropyl)methoxy)methyl)-2-iodoaniline